2,2,2-trifluoro-1-(5-hydroxy-2-phenyloxazol-4-yl)ethan-1-one FC(C(=O)C=1N=C(OC1O)C1=CC=CC=C1)(F)F